CN1N=C(C=C1B(O)O)C (2,5-dimethylpyrazol-3-yl)boronic acid